C(=O)C1=CN=C(S1)C1=CC=C(C#N)C=C1 4-(5-formyl-thiazol-2-yl)benzonitrile